CC(C#CC=1C=CC(=NC1)OC1=C(N=NN1)C(=O)O)C 5-((5-(3-methylbut-1-ynyl)pyridin-2-yl)oxy)-1H-1,2,3-triazole-4-carboxylic acid